bis[4,6-bis(naphthalen-1-yl)pyrimidinyl](dineopentylmethane) iridium (III) [Ir+3].C1(=CC=CC2=CC=CC=C12)C1=NC(=NC(=C1)C1=CC=CC2=CC=CC=C12)C(CC(C)(C)C)(CC(C)(C)C)C1=NC(=CC(=N1)C1=CC=CC2=CC=CC=C12)C1=CC=CC2=CC=CC=C12